methyldi-isopropoxysilylmethylthioacetate C[Si](OC(C)C)(OC(C)C)COC(C)=S